(S)-2-(3-(4-bromo-2,6-difluorophenyl)-3-oxopropyl)morpholine-4-carboxylate BrC1=CC(=C(C(=C1)F)C(CC[C@H]1CN(CCO1)C(=O)[O-])=O)F